N-(6-(4-(piperidin-4-yl)phenyl)quinolin-4-yl)benzo[d]thiazol-5-amine N1CCC(CC1)C1=CC=C(C=C1)C=1C=C2C(=CC=NC2=CC1)NC=1C=CC2=C(N=CS2)C1